4-(aminomethyl)-6-(5-(6-methyl-1-oxo-2,3-dihydro-1H-isoindol-2-yl)-1-methyl-1H-pyrazol-4-yl)phthalazin-1(2H)-one NCC1=NNC(C2=CC=C(C=C12)C=1C=NN(C1N1C(C2=CC(=CC=C2C1)C)=O)C)=O